C(C)(C)(C)C1=CC2=C(NC(=N2)CCC2CC(C2)N(C(C)C)C[C@H]2O[C@H]([C@H]3[C@@H]2OC(O3)(C)C)N3C2=NC=NC(=C2N=C3)N)C=C1 9-((3aR,4R,6R,6aR)-6-(((3-(2-(5-(tert-butyl)-1H-benzo[d]imidazol-2-yl)ethyl)cyclobutyl)(isopropyl)amino)methyl)-2,2-dimethyltetrahydrofuro[3,4-d][1,3]dioxol-4-yl)-9H-purin-6-amine